COC(C1CCN(CC1)C1=CC=C(C=C1)[C@H]1C=2C=CC(=CC2CC[C@H]1C=1C=NC=CC1)O)OC (5S,6R)-5-(4-(4-(dimethoxymethyl)piperidin-1-yl)phenyl)-6-(pyridin-3-yl)-5,6,7,8-tetrahydronaphthalen-2-ol